4-(4-oxo-4-(3-(5-(trifluoromethyl)pyridin-2-yl)-3,8-diazabicyclo[3.2.1]octan-8-yl)butyl)phthalazin-1(2H)-one O=C(CCCC1=NNC(C2=CC=CC=C12)=O)N1C2CN(CC1CC2)C2=NC=C(C=C2)C(F)(F)F